N1=CC=C(C=C1)NC(=O)C1=NC=NC(=C1)C1=CC(=CC=C1)Cl 6-(3-Chloro-phenyl)-pyrimidine-4-carboxylic acid pyridin-4-ylamide